(2R,6S)-2-(4-chloro-3-(trifluoromethoxy)phenyl)-6-hydroxy-6-methyl-2-methylamino-cyclohexan-1-one hydrochloride Cl.ClC1=C(C=C(C=C1)[C@]1(C([C@@](CCC1)(C)O)=O)NC)OC(F)(F)F